morpholine-4-ylethylacetate N1(CCOCC1)CCOC(C)=O